(+/-)-tert-butyl cis-4-hydroxy-3-methylpiperidine-1-carboxylate O[C@@H]1[C@@H](CN(CC1)C(=O)OC(C)(C)C)C |r|